2-(5-(6-((2-(1-(Cyclopropylsulfonyl)-1H-pyrazol-4-yl)pyrimidin-4-yl)amino)-4-(((1s,4s)-4-(2-hydroxypropan-2-yl)cyclohexyl)amino)pyridin-3-yl)pyrazin-2-yl)propan-2-ol C1(CC1)S(=O)(=O)N1N=CC(=C1)C1=NC=CC(=N1)NC1=CC(=C(C=N1)C=1N=CC(=NC1)C(C)(C)O)NC1CCC(CC1)C(C)(C)O